1-(2-(3,8-diazabicyclo[3.2.1]octan-8-yl)-6,7-dihydropyrazolo[1,5-a]pyrazin-5(4H)-yl)-2-(4-fluorophenoxy)ethan-1-one C12CNCC(CC1)N2C2=NN1C(CN(CC1)C(COC1=CC=C(C=C1)F)=O)=C2